N-(2-(((1R,2S)-2-hydroxy-5-((2-methyl-[1,1'-biphenyl]-3-yl)methoxy)-2,3-dihydro-1H-inden-1-yl)amino)ethyl)acetamide O[C@@H]1[C@@H](C2=CC=C(C=C2C1)OCC=1C(=C(C=CC1)C1=CC=CC=C1)C)NCCNC(C)=O